ClC=1C(=C(C(=CC1)OC)C1=CC=C2C(=CN=NC2=C1)NCC1=C(C=C(C=C1)OC)OC)F 7-(3-chloro-2-fluoro-6-methoxyphenyl)-N-[(2,4-dimethoxyphenyl)methyl]cinnolin-4-amine